COC=1C(=C2C(=NN(C2=CC1)COCC[Si](C)(C)C)C)NS(=O)(=O)C=1C=NN(C1)C1=CC(=NC=C1)C(F)(F)F N-(5-METHOXY-3-METHYL-1-((2-(TRIMETHYL-SILYL)ETHOXY)METHYL)-1H-INDAZOL-4-YL)-1-(2-(TRIFLUOROMETHYL)PYRIDIN-4-YL)-1H-PYRAZOLE-4-SULFONAMIDE